The molecule is an organic cation obtained by protonation of the tertiary amino function of N-methyl-6-chloro-1-(3-methylphenyl)-2,3,4,5-tetrahydro-3-benzazepinium-7,8-diol. It is an organic cation and an ammonium ion derivative. It is a conjugate acid of a N-methyl-6-chloro-1-(3-methylphenyl)-2,3,4,5-tetrahydro-3-benzazepine-7,8-diol. CC1=CC(=CC=C1)C2C[NH+](CCC3=C(C(=C(C=C23)O)O)Cl)C